methyl-benzophenone chloride [Cl-].CC1=C(C(=O)C2=CC=CC=C2)C=CC=C1